N=1N(N=CC1)C1CC(C1)C1=NN(C(=C1)C1(NC=C(C(=N1)NCC)C(F)(F)F)N)C1CC1 2-(3-(3-(2H-1,2,3-triazol-2-yl)cyclobutyl)-1-cyclopropyl-1H-pyrazol-5-yl)-N4-ethyl-5-(trifluoromethyl)pyrimidine-2,4-diamine